FC(C1=CC=C(C=C1)C12CC(C1)(C2)C(=O)O)(F)F 3-(4-(trifluoromethyl)phenyl)bicyclo[1.1.1]Pentane-1-carboxylic acid